2-(2-((4-(((1,1,1,3,3,3-Hexafluoropropan-2-yl)oxy)carbonyl)piperazin-1-yl)methyl)-5-(pyrazin-2-yl)phenoxy)-2-methylpropanoic acid FC(C(C(F)(F)F)OC(=O)N1CCN(CC1)CC1=C(OC(C(=O)O)(C)C)C=C(C=C1)C1=NC=CN=C1)(F)F